CC1=C(C=CC(=C1)Br)N1CCOCC1 (2-methyl-4-bromophenyl)morpholine